N[C@H]1CCC[C@@H]2N(C1=O)[C@@H](CC2)C(=O)N2CC(C2)C=2C=NC=CC2N2[C@@H](CC2)COC (3S,6S,9aS)-6-amino-3-(3-(4-((S)-2-(methoxymethyl)azetidin-1-yl)pyridin-3-yl)azetidine-1-carbonyl)octahydro-5H-pyrrolo[1,2-a]azepin-5-one